tert-butyl ((6-(2-chloro-3-(2,3-dichloropyridin-4-yl)phenyl)-1-methyl-1H-pyrrolo[2,3-b]pyridin-3-yl)methyl)(tetrahydro-2H-pyran-4-yl)carbamate ClC1=C(C=CC=C1C1=C(C(=NC=C1)Cl)Cl)C1=CC=C2C(=N1)N(C=C2CN(C(OC(C)(C)C)=O)C2CCOCC2)C